2-amino-4-dimethylamino-6-pentafluoroethyl-1,3,5-triazine NC1=NC(=NC(=N1)N(C)C)C(C(F)(F)F)(F)F